COC[C@H](C=O)NC(OC(C)(C)C)=O tert-Butyl (R)-(1-methoxy-3-oxopropan-2-yl)carbamate